OCC(C1=CC=CC=C1)NC(OC(C)(C)C)=O tert-butyl (2-hydroxy-1-phenylethyl)carbamate